(1-cyclohexyl-1H-pyrazol-3-yl)methanol C1(CCCCC1)N1N=C(C=C1)CO